N-([1,1'-biphenyl]-2-ylmethyl)-2-ethynylthiazole-4-carboxamide C1(=C(C=CC=C1)CNC(=O)C=1N=C(SC1)C#C)C1=CC=CC=C1